C(C)OC(=O)C1C(N(C(CC12CC2)=O)CC2=CC=CC=C2)=O 6-benzyl-5,7-dioxo-6-azaspiro[2.5]octane-8-carboxylic acid ethyl ester